tert-butyl 4-methoxyperbenzoate (tert-butyl 4-methoxyperbenzoate) C(C)(C)(C)C1=CC(=CC=C1C(=O)OO)OC.COC=1C=CC(=CC1)C(=O)OOC(C)(C)C